C1(=CC=CC=C1)C1=C(C(=CC(=C1)C(C)C)C1=CC=CC=C1)N1C(=NC=C1)C1=CC=C(C=C1)F N-(2,6-diphenyl-4-isopropylphenyl)-2-(4-fluorophenyl)imidazole